3-(1-oxo-5-(1-(4-(tert-amyl)benzyl)piperidin-4-yl)isoindolin-2-yl)piperidine-2,6-dione O=C1N(CC2=CC(=CC=C12)C1CCN(CC1)CC1=CC=C(C=C1)C(C)(C)CC)C1C(NC(CC1)=O)=O